C(C)OC([C@H]([C@H](CC(=C)C)C)NC(=O)OCC1=CC=CC=C1)=O.FC=1C(=NC=C(C1)B1OC(C(O1)(C)C)(C)C)OC 3-fluoro-2-methoxy-5-(4,4,5,5-tetramethyl-1,3,2-dioxaborolan-2-yl)pyridine ethyl-(2S,3S)-2-(benzyloxycarbonylamino)-3,5-dimethyl-hex-5-enoate